ClC1=CC=C2CCCC(C2=C1)(C(=O)OC)CC1=NC(=NC(=C1[N+](=O)[O-])Cl)Cl Methyl 7-chloro-1-((2,6-dichloro-5-nitropyrimidin-4-yl) methyl)-1,2,3,4-tetrahydronaphthalene-1-carboxylate